CC1=CC=C(C(=N1)C(=O)O)NC(C)C=1C=C(C=C2C(N3CCCN4N=CC(C12)=C43)=O)C 6-Methyl-3-((1-(8-methyl-6-oxo-4,5-dihydro-3H,6H-2,2a,5a-triazaaceanthrylen-10-yl)ethyl)amino)picolinic acid